((2'-(5-methoxyisoindolin-2-yl)-[2,4'-bipyrimidin]-4-yl)ethynyl)benzoic acid COC=1C=C2CN(CC2=CC1)C1=NC=CC(=N1)C1=NC=CC(=N1)C#CC1=C(C(=O)O)C=CC=C1